ClC1=C(C=CC=C1)C(C)OC(=O)NC=1C(=NOC1C1=CC=C(C(=O)NC(C(=O)O)C)C=C1)C (±)-2-(4-{4-[1-(2-Chloro-phenyl)-ethoxycarbonylamino]-3-methyl-isoxazol-5-yl}-benzoylamino)-propionic acid